(1-(tert-butylamino)-4-(methylthio)-1-oxobutan-2-yl)carbamic acid tert-butyl ester C(C)(C)(C)OC(NC(C(=O)NC(C)(C)C)CCSC)=O